(4-(3-(benzoxazol-2-yl)phenyl)naphthalen-1-yl)boronic acid O1C(=NC2=C1C=CC=C2)C=2C=C(C=CC2)C2=CC=C(C1=CC=CC=C21)B(O)O